NCCCN[C@@H](CCCNCCCN)C(=O)NCC(=O)NCC(=O)NC(CCCCCCCCCCCCCCCCC)CCCCCCCCCCCCCCCCC N2,N5-Bis(3-aminopropyl)-L-ornithylglycyl-N-(1-heptadecyloctadecyl)glycinamide